C(#N)C=1C=NN2C1C(=CC(=C2)OCC(C)(C)O)C=2C=CC(=NC2)N2CCC(CC2)(C)NC(C2=C(C=CC(=C2)OC)C)=O N-(1-(5-(3-cyano-6-(2-hydroxy-2-methylpropoxy)pyrazolo[1,5-a]pyridin-4-yl)pyridin-2-yl)-4-methylpiperidin-4-yl)-5-methoxy-2-methylbenzamide